(6-chlorohexyl)trimethoxysilane ClCCCCCC[Si](OC)(OC)OC